ClC=1C=C(C=C(C1C)SCC1=CC=C(C=C1)OC)O 3-chloro-5-((4-methoxybenzyl)thio)-4-methylphenol